tert-butyl ((1s)-3-chloro-2-oxo-1-{[(3s)-2-oxopyrrolidin-3-yl]methyl}propyl)carbamate ClCC([C@H](C[C@H]1C(NCC1)=O)NC(OC(C)(C)C)=O)=O